BrC=1C=C(CN2C(=NC=3N(C(NC(C23)=O)=O)C)SCC(CCl)O)C=CC1 7-(3-bromobenzyl)-8-[(3-chloro-2-hydroxypropyl)thio]-3-methyl-3,7-dihydro-1H-purine-2,6-dione